(methylenebis(4,1-phenylene))bis(oxy)diethanol C(C1=CC=C(C=C1)OCCO)C1=CC=C(C=C1)OCCO